C(=C)C1=C(C=CC=C1)C1=CC(=CC=C1)CC1NCCC1NS(=O)(=O)CC N-(2-((2'-vinyl-[1,1'-biphenyl]-3-yl)methyl)pyrrolidin-3-yl)ethanesulfonamide